[Br-].C(CCC)N1C(=[N+](C=C1)C)C 1-butyl-2,3-dimethylimidazolium bromide